C1(CCCCCC1)[N+]1=CC=CC=C1 cycloheptylpyridinium